Methyl (2S,5R)-5-(benzyloxyamino)-1-(2,2,2-trifluoroacetyl)piperidine-2-carboxylate hydrochloride Cl.C(C1=CC=CC=C1)ON[C@@H]1CC[C@H](N(C1)C(C(F)(F)F)=O)C(=O)OC